1,4-bis(4'-amino-3'-trifluoromethylphenoxy)benzene NC1=C(C=C(OC2=CC=C(C=C2)OC2=CC(=C(C=C2)N)C(F)(F)F)C=C1)C(F)(F)F